C[C@]12OC(C[C@@H]1[C@]1(CC(CC([C@@H]1CC2)(C)C)C2=C(C(=O)N)C=CC=C2)C)=O ((3aR,5aS,9aS,9bR)-3a,6,6,9a-tetramethyl-2-oxododecahydronaphtho[2,1-b]furan-8-yl)benzamide